C(CCCCCC(=O)[O-])(=O)OCCCCCCCC octyl heptanedioate